2-(4-chloro-5-methyl-6-oxopyridazin-1(6H)-yl)-N-(4-methyl-3-((4-methyl-1,4-diazepan-1-yl)sulfonyl)phenyl)acetamide ClC=1C=NN(C(C1C)=O)CC(=O)NC1=CC(=C(C=C1)C)S(=O)(=O)N1CCN(CCC1)C